N1(CCNCC1)CCNC(O[C@H]1CC[C@@]2([C@H]3CC[C@@]4([C@H](CC[C@@]4([C@@H]3CC[C@@H]2C1)O)C=1COC(C1)=O)C)C)=O (3S,5R,8R,9S,10S,13R,14S,17R)-14-hydroxy-10,13-dimethyl-17-(5-oxo-2,5-dihydrofuran-3-yl)hexadecahydro-1H-cyclopenta[a]phenanthren-3-yl (2-(piperazin-1-yl)ethyl)carbamate